C1=C(C=CC2=CC=CC=C12)C1=CC(=C(C=C1)O)C(C)C 4-(2-naphthyl)isopropylphenol